C[C@@H]1CC[C@H]2[C@H]([C@H](O[C@H]3[C@@]24[C@H]1CC[C@](O3)(OO4)C)OCCN)C The molecule is an artemisinin derivative in which the lactone of (+)-artemisinin has been converted into the corresponding lactol 2-aminoethyl ether [beta (S) configuration at the new stereocentre]. It is an artemisinin derivative and a primary amino compound.